5-((4-(5,6-dichloropyridazin-4-yl)piperazin-1-yl)methyl)-2-(2,6-dioxopiperidin-3-yl)isoindoline-1,3-dione ClC=1C(=CN=NC1Cl)N1CCN(CC1)CC=1C=C2C(N(C(C2=CC1)=O)C1C(NC(CC1)=O)=O)=O